N-(1-(1H-Imidazol-1-yl)ethylidene)-4-cyanoaniline N1(C=NC=C1)C(C)=NC1=CC=C(C=C1)C#N